NC1=C(C(=NN1C(CN1CCN(CC1)C)C)C1=C2C=CNC2=C(C=C1)CNC(C1=C(C=CC(=C1)F)OC)=O)C(=O)N 5-amino-3-(7-((5-fluoro-2-methoxybenzamido)methyl)-1H-indol-4-yl)-1-(1-(4-methylpiperazin-1-yl)propan-2-yl)-1H-pyrazole-4-carboxamide